[Na+].C1(=CC=CC=C1)CC(=O)N[C@@H](CCC(N)=O)C(=O)[O-] phenylacetylglutaminate sodium